(S)-3-((2-chloro-5-(piperidin-4-ylethynyl)pyridin-4-yl)oxy)butane-1-ol ClC1=NC=C(C(=C1)O[C@H](CCO)C)C#CC1CCNCC1